[I-].C1(=CC=CC=C1)N1C=[N+](C=C1)C([2H])([2H])[2H] 1-phenyl-3-(methyl-d3)imidazolium iodide